N-[4-[[4-[1-[3-chloro-5-cyano-4-[2-(methylamino)ethoxy]phenyl]-1-methyl-ethyl]phenoxy]methyl]pyrimidin-2-yl]methanesulfonamide ClC=1C=C(C=C(C1OCCNC)C#N)C(C)(C)C1=CC=C(OCC2=NC(=NC=C2)NS(=O)(=O)C)C=C1